5-({5-[(1S,3R)-3-hydroxycyclopentyl]-2-(2-methylpropan-2-yl)pyrazol-3-yl}amino)-2,3-dihydro-1H-indene-1-carbonitrile O[C@H]1C[C@H](CC1)C=1C=C(N(N1)C(C)(C)C)NC=1C=C2CCC(C2=CC1)C#N